(S)-N-(3-(2-(((1R,3S)-3-hydroxycyclopentyl)amino)-6-morpholinopyrimidin-4-yl)-4-methylphenyl)-3-(2,2,2-trifluoroethyl)pyrrolidine-1-carboxamide O[C@@H]1C[C@@H](CC1)NC1=NC(=CC(=N1)C=1C=C(C=CC1C)NC(=O)N1C[C@@H](CC1)CC(F)(F)F)N1CCOCC1